C(C)OC1=CC=C(C=C1)/C=C/C(=O)N(C1CSCC1)C1=NNC=C1 (E)-3-(4-ethoxyphenyl)-N-(1H-pyrazol-3-yl)-N-tetra-hydrothiophen-3-yl-prop-2-enamide